((3R)-7-chloro-8-(2-fluorophenoxy)-1-methyl-2-oxo-1,2,3,4-tetrahydroquinolin-3-yl)urea ClC1=CC=C2C[C@H](C(N(C2=C1OC1=C(C=CC=C1)F)C)=O)NC(=O)N